N-tert-butyl-1-{6-[7-(pyrazol-1-yl)-1H-indazol-4-yl]pyridazin-3-yl}pyrrolidin-3-amine C(C)(C)(C)NC1CN(CC1)C=1N=NC(=CC1)C1=C2C=NNC2=C(C=C1)N1N=CC=C1